C1=CC=CC=2C3=CC=CC=C3N(C12)C(=O)OCCOCC=1C=NC=C(C1)COCCOC(=O)N1C2=CC=CC=C2C=2C=CC=CC12 2-[(5-{[2-(9H-carbazol-9-ylcarbonyloxy)ethoxy]methyl}-3-pyridyl)methoxy]ethyl 9H-carbazole-9-carboxylate